2,2'-((3-((3,4-dimethoxyphenyl)sulfonyl)-6-(trifluoromethoxy)quinolin-4-yl)azanediyl)bis(ethan-1-ol) COC=1C=C(C=CC1OC)S(=O)(=O)C=1C=NC2=CC=C(C=C2C1N(CCO)CCO)OC(F)(F)F